FC(C1=CC=C(OC2=C3C=CC=NC3=C(C=C2)C#N)C=C1)(F)F 5-{4-(trifluoromethyl)phenoxy}quinoline-8-carbonitrile